COC=CC=1C=C(C=CC1)C1=NOC=C1 [3-(2-methoxyvinyl)phenyl]isoxazole